COC1=C(C=CC=C1OC)CCN 2-(2,3-dimethoxyphenyl)ethanamine